6-(3-Fluorophenyl)-N-[(2R)-1-hydroxypropan-2-yl]-5-[4-(trifluoromethyl)phenoxy]pyridine-2-carboxamide FC=1C=C(C=CC1)C1=C(C=CC(=N1)C(=O)N[C@@H](CO)C)OC1=CC=C(C=C1)C(F)(F)F